1-isopropyl-3-iodo-1H-pyrazole C(C)(C)N1N=C(C=C1)I